5-{4-Amino-5-[(propan-2-yloxy)methyl]pyrrolo[2,1-f][1,2,4]triazin-7-yl}-N-[(3R,4S)-1-(3,3-difluorocyclobutancarbonyl)-4-fluoropyrrolidin-3-yl]-2-methoxypyridin-3-carboxamid NC1=NC=NN2C1=C(C=C2C=2C=C(C(=NC2)OC)C(=O)N[C@@H]2CN(C[C@@H]2F)C(=O)C2CC(C2)(F)F)COC(C)C